1-(4-((8-oxa-3-azabicyclo[3.2.1]octan-3-yl)methyl)phenyl)-3-(4-chlorobenzyl)urea C12CN(CC(CC1)O2)CC2=CC=C(C=C2)NC(=O)NCC2=CC=C(C=C2)Cl